FC=1C(=C(N2N=C(N=CC21)N[C@H]2[C@@H](CN(CC2)S(=O)(=O)C)F)C(C(F)(F)F)C)C#N 5-fluoro-2-(((3R,4R)-3-fluoro-1-(methylsulfonyl)piperidin-4-yl)amino)-7-(1,1,1-trifluoropropan-2-yl)pyrrolo[2,1-f][1,2,4]triazine-6-carbonitrile